t-butyl peroxypivalate (t-butyl peroxypivalate) C(C)(C)(C)CC(C(=O)OO)(C)C.C(C(C)(C)C)(=O)OOC(C)(C)C